C1(=CC=CC=C1)C=CC(=O)OC(C(=O)O)=CC1=CC=CC=C1.NCCNCC[Si](O)(O)O N-(2-aminoethyl)-2-aminoethylsilanetriol phenylvinylcarbonyloxy(cinnamate)